ClC1=CC=C(C(=O)NC2(CC(NC3=CC=CC=C23)=O)CCC(=O)O)C=C1 4-[(4-chlorobenzoyl)amino]-1,2-dihydro-2-oxo-4-quinolinepropionic acid